CCCCCCCCCCCCCCCCOC[C@H](COP(=O)([O-])OCC[N+](C)(C)C)OC(=O)CCC/C=C/C/C=C/C/C=C/C/C=C/CCCCC 1-hexadecyl-2-(5E,8E,11E,14E-eicosatetraenoyl)-sn-glycero-3-phosphocholine